COC(C(C1=CC=CC=C1)(O)C1OC2=CC=CC(=C2C=C1)Br)=O 2-(5-bromo-2H-chromenyl)-2-hydroxy-2-phenylacetic acid methyl ester